(-)-3-(4-Acetamidophenyl)-2-methoxypropionic acid C(C)(=O)NC1=CC=C(C=C1)CC(C(=O)O)OC